2'-n-butylacetoacetanilide C(CCC)C1=C(NC(CC(=O)C)=O)C=CC=C1